(S)-2,2,4-Trimethyl-pyrrolidin-hydrochlorid Cl.CC1(NC[C@H](C1)C)C